NC=1C2=C(N=CN1)N(C=C2I)CC(=O)N2[C@@H](C[C@H](C2)F)C(=O)NCC2=C(C(=CC=C2)Cl)F (2S,4R)-1-(2-(4-amino-5-iodo-7H-pyrrolo[2,3-d]pyrimidin-7-yl)acetyl)-N-(3-chloro-2-fluorophenylmethyl)-4-fluoropyrrolidine-2-carboxamide